6-[[3-(2,2-difluoroethoxy)-5-fluoro-2-pyridyl]oxy]-1-methyl-N-(3-methyl-1,1-dioxo-thietan-3-yl)imidazo[4,5-c]pyridine-2-carboxamide FC(COC=1C(=NC=C(C1)F)OC1=CC2=C(C=N1)N=C(N2C)C(=O)NC2(CS(C2)(=O)=O)C)F